(1,1-dimethylsilolan-3-yl)-2-methoxy-4H-pyrrolo[2,3-d]thiazole-5-carboxamide C[Si]1(CC(CC1)N1C(=CC2=C1N=C(S2)OC)C(=O)N)C